(5-isopropyl-1H-pyrazol-3-yl){(1R,5S,6r)-6-[5-methyl-4-(4-methylphenyl)-4H-1,2,4-triazol-3-yl]-3-azabicyclo[3.1.0]hex-3-yl}methanone C(C)(C)C1=CC(=NN1)C(=O)N1C[C@H]2C([C@H]2C1)C1=NN=C(N1C1=CC=C(C=C1)C)C